OCCSCC(SCCS)(SCCS)SCCS hydroxyethyl-thiomethyl-tris(mercaptoethylthio)methane